C(CCC)S(=O)(=O)C1=CC(=C(C=C1)S(=O)(=O)[O-])O.C(C)(C)(C)C1=CC=C(C=C1)[S+]1CCOCC1 4-(4-(tert-butyl)phenyl)-1,4-oxathian-4-ium 4-(butylsulfonyl)-2-hydroxybenzenesulfonate